CC1=NNC(=C1)C 3,5-dimethyl-pyrazol